CC1=CC=C(C=C1)CNCC(=O)NC1=CC=C(C=C1)C#CC1=CC=CC=C1 2-{[(4-methylphenyl)methyl]amino}-N-[4-(2-phenylethynyl)phenyl]acetamide